BrC=1C=CC(=NC1)C(C(=O)C1=CC=C(C=C1)F)(F)F 2-(5-bromopyridin-2-yl)-2,2-difluoro-1-(4-fluorophenyl)ethan-1-one